(4-methyl-4,5-dihydro-oxazol-2-yl)pyridine CC1N=C(OC1)C1=NC=CC=C1